(R)-2-(1-(1-acetylindolin-5-yl)-1-oxopropan-2-yl)isoindoline-1,3-dione C(C)(=O)N1CCC2=CC(=CC=C12)C([C@@H](C)N1C(C2=CC=CC=C2C1=O)=O)=O